(S)-6-(1-amino-1,3-dihydrospiro[indene-2,4'-piperidin]-1'-yl)-3-(1-(pyridin-2-yl)cyclopropyl)-1,5-dihydro-4H-pyrazolo[3,4-d]pyrimidin-4-one N[C@@H]1C2=CC=CC=C2CC12CCN(CC2)C=2NC(C1=C(N2)NN=C1C1(CC1)C1=NC=CC=C1)=O